BrC1=CC(=C(C(=O)NC(OC2=CC=CC=C2)=O)C=C1)F Phenyl (4-bromo-2-fluorobenzoyl)carbamate